3-(1-cyclohexyl-1H-pyrazol-5-yl)-5-(4-fluoro-3-hydroxyphenyl)-N-methylisoxazole-3-carboxamide C1(CCCCC1)N1N=CC=C1C1(NOC(=C1)C1=CC(=C(C=C1)F)O)C(=O)NC